Tert-butyl N-tert-butoxycarbonyl-carbamate C(C)(C)(C)OC(=O)NC(OC(C)(C)C)=O